CP(=O)(C)C1=C2C(=NN(C2=CC(=C1)N1CCN(CC1)C(=O)OC(C)(C)C)C1OCCCC1)NC=1C=C(C=2N(C1)C=C(N2)C)F tert-butyl 4-(4-(dimethylphosphoryl)-3-((8-fluoro-2-methylimidazo[1,2-a]pyridin-6-yl)amino)-1-(tetrahydro-2H-pyran-2-yl)-1H-indazol-6-yl)piperazine-1-carboxylate